N[C@@H]1CN(CC1)C(=O)C=1SC(=CC1C)C1=CC(=C(C=C1)C1CCN(CC1)C)F (S)-(3-aminopyrrolidin-1-yl)(5-(3-fluoro-4-(1-methylpiperidin-4-yl)phenyl)-3-methylthiophen-2-yl)methanone